NC(CN1CCN(CC1)CC)C 1-(2-aminopropyl)-4-ethylpiperazine